OC1(COC1)C1=C(C=C(C=C1)C1=CN=CC(=N1)C1=CC(=CS1)NC(CCCC)=O)OC N-(5-(6-(4-(3-hydroxyoxetan-3-yl)-3-methoxyphenyl)pyrazin-2-yl)thiophen-3-yl)valeramide